3-ethyl-9,10-difluoro-6-({[(3S)-1-(6-nitropyridin-3-yl)hexahydropyridin-3-yl]amino}methyl)-3,7-dihydro-2H-[1,4]oxazino[2,3,4-ij]quinolin-7-one C(C)C1COC=2C(=C(C=C3C(C(=CN1C23)CN[C@@H]2CN(CCC2)C=2C=NC(=CC2)[N+](=O)[O-])=O)F)F